(12aR)-10-chloro-9-(2-hydroxy-6-methylphenyl)-1,2,3,4,12,12a-hexahydro-6H-pyrazino[2,1-c][1,4]benzoxazepine-8-carbonitrile ClC1=C(C(=CC=2CN3[C@@H](COC21)CNCC3)C#N)C3=C(C=CC=C3C)O